C(C1=CC=CC=C1)C1=NN(C(=C1C1CCC1)NC(C[C@@H]1C(C(C1)(F)F)(F)F)=O)C (S)-N-(3-benzyl-4-cyclobutyl-1-methyl-1H-pyrazol-5-yl)-2-(2,2,3,3-tetrafluorocyclobutyl)acetamide